N-(undecylcarbonyloxyethyl)morpholine C(CCCCCCCCCC)C(=O)OCCN1CCOCC1